C(C(C)(C)C)P(CC(C)(C)C)CC(C)(C)C trineopentyl-phosphine